2,6-dimethyl-4-(methyl-d3)aniline tert-butyl-4-[1-[4-(trifluoromethoxy)phenyl]-3-(trifluoromethyl)pyrazol-4-yl]piperidine-1-carboxylate C(C)(C)(C)OC(=O)N1CCC(CC1)C=1C(=NN(C1)C1=CC=C(C=C1)OC(F)(F)F)C(F)(F)F.CC1=C(N)C(=CC(=C1)C([2H])([2H])[2H])C